N1(CCCCC1)C1=NC=NC=C1 4-(Piperidinyl)-pyrimidine